C(C)(C)(C)OC(=O)N1CCN(CC1)CC=1C=CC2=C(N=C(O2)C2=C(C=CC=C2)NC(C2=CC(=C(C(=C2)OC)OC)OC)=O)C1.CC1=NN(C(=C1)C)COCC[Si](C)(C)C 3,5-dimethyl-1-{[2-(trimethylsilyl)ethoxy]methyl}-1H-pyrazole tert-Butyl-4-((2-(2-(3,4,5-trimethoxybenzamido)phenyl)benzo[d]oxazol-5-yl)methyl)piperazine-1-carboxylate